4-bromo-1-(bromomethyl)-2-iodobenzene BrC1=CC(=C(C=C1)CBr)I